Cl.NC1CC(C1)(O)C (1r,3r)-3-amino-1-methylcyclobutan-1-ol hydrochloride